[N+](#[C-])C(C(=O)OCC)=CC=CC1=CC=CC=C1 ethyl 2-isocyano-5-phenylpentane-2,4-dienoate